5-[4,6-bis[(3R-5S)-3,5-dimethylmorpholin-4-yl]-1,3,5-triazin-2-yl]-4-(difluoromethyl)pyridin-2-amine C[C@H]1N([C@H](COC1)C)C1=NC(=NC(=N1)N1[C@@H](COC[C@@H]1C)C)C=1C(=CC(=NC1)N)C(F)F